tert-Butyl (1R,5S)-3-(7-(8-ethyl-7-fluoro-3-(methoxymethoxy)naphthalen-1-yl)-6,8-difluoro-2-(methylsulfinyl)quinazolin-4-yl)-3,8-diazabicyclo[3.2.1]octane-8-carboxylate C(C)C=1C(=CC=C2C=C(C=C(C12)C1=C(C=C2C(=NC(=NC2=C1F)S(=O)C)N1C[C@H]2CC[C@@H](C1)N2C(=O)OC(C)(C)C)F)OCOC)F